BrC1=CC(=C2C(=N1)C=C(N2)C(=O)OCC)Cl ethyl 5-bromo-7-chloro-1H-pyrrolo[3,2-b]pyridine-2-carboxylate